(1S,2R)-2-((S)-5-Chloro-8-((4-chloro-5-methylisoxazol-3-yl)methoxy)-1-((2-oxopyrrolidin-1-yl)methyl)-1,2,3,4-tetrahydroisochinolin-2-carbonyl)-1-methylcyclohexan ClC1=C2CCN([C@@H](C2=C(C=C1)OCC1=NOC(=C1Cl)C)CN1C(CCC1)=O)C(=O)[C@H]1[C@H](CCCC1)C